(R)-4-(2-methoxy-4,5-dimethylphenyl)-N-(1-methylpiperidin-3-yl)phthalazin-1-amine COC1=C(C=C(C(=C1)C)C)C1=NN=C(C2=CC=CC=C12)N[C@H]1CN(CCC1)C